ClC1=C(C=2OCC3N(C2N=C1)CCN(C3)C(=O)C=3C=C(OCC1NCC1)C=CC3)C 2-((3-(3-chloro-4-methyl-6,6a,7,8,9,10-hexahydropyrazino[1,2-d]pyrido[3,2-b][1,4]oxazine-8-carbonyl)phenoxy)methyl)azetidin